3,3-difluoro-4,4-dimethylpyrrolidine hydrochloride Cl.FC1(CNCC1(C)C)F